5-chloro-2-(2-fluoro-4-pyridinyl)-4-[(3S)-3-(1-hydroxycyclopropyl)piperazin-1-yl]-1H-pyrimidin-6-one ClC1=C(N=C(NC1=O)C1=CC(=NC=C1)F)N1C[C@H](NCC1)C1(CC1)O